CC1(C(NC2=C(C=C(C=C12)C(F)(F)F)C(=O)OC)=O)C methyl 3,3-dimethyl-2-oxo-5-(trifluoromethyl)indoline-7-carboxylate